(E)-5-(hydroxymethyl)oxolane-3,4-diol OCC1C(C(CO1)O)O